benzo[d][1,3]dioxine O1COCC2=C1C=CC=C2